tert-butyl (2S)-4-aminomethyl-2,2-dimethyl-1,3-oxazolidine-3-carboxylate NCC1N(C(OC1)(C)C)C(=O)OC(C)(C)C